β-Glycidoxyethyltrimethoxysilan C(C1CO1)OCC[Si](OC)(OC)OC